8-methoxyisoquinolin-5-amine COC1=CC=C(C=2C=CN=CC12)N